3,6-dimethyl-2-heptanol CC(C(C)O)CCC(C)C